Trifluoromethyl acetate (trifluoromethyl acetate) FC(F)(F)CC(=O)O.C(C)(=O)OC(F)(F)F